C(C)(C)(C)OC(=O)N1C(C=2NN=C(C2C1)NC1=NC=CC2=CC(=CC=C12)[N+](=O)[O-])(C)C 6,6-Dimethyl-3-((6-nitroisoquinolin-1-yl)amino)-4,6-dihydropyrrolo[3,4-c]pyrazole-5(1H)-carboxylic acid tert-butyl ester